CNC=1C=C(C=2NC3=CC=C(C=C3SC2C1)NC)C(C)=O 3,7-Dimethylamino-1-acetyl-phenothiazine